tert-Butyl (3-(3-oxo-1-phenyl-3-((3-(trifluoromethyl)phenyl)amino)propyl)phenyl)carbamate O=C(CC(C1=CC=CC=C1)C=1C=C(C=CC1)NC(OC(C)(C)C)=O)NC1=CC(=CC=C1)C(F)(F)F